FC(OC1=NC2=CC=CC=C2N=C1)(F)F (trifluoromethoxy)quinoxalin